ClC1=C(C=CC=C1F)N1C(C2=C(C=3C=CC(=CC13)C(F)(F)F)N(C=N2)C)=O 5-(2-Chloro-3-fluorophenyl)-1-methyl-7-(trifluoromethyl)-1,5-dihydro-4H-imidazo[4,5-c]Quinolin-4-one